C(C)OC1=C(C=CC(=C1F)F)[C@H]1[C@@H](O[C@]([C@H]1C)(C(F)(F)F)C)C(=O)NC1=CC(=[N+](C=C1)[O-])C(=O)N (2R,3S,4S,5R)-4-[[3-(2-ethoxy-3,4-difluoro-phenyl)-4,5-dimethyl-5-(trifluoromethyl)tetrahydrofuran-2-carbonyl]amino]-1-oxido-pyridin-1-ium-2-carboxamide